tert-butyl O3-methyl 3-benzylsulfanylazetidine-1,3-dicarboxylate C(C1=CC=CC=C1)SC1(CN(C1)C(=O)OC(C)(C)C)C(=O)OC